2,6-bis(2-(methylsulfonyl)pyrimidin-5-yl)isonicotinamide CS(=O)(=O)C1=NC=C(C=N1)C=1C=C(C(=O)N)C=C(N1)C=1C=NC(=NC1)S(=O)(=O)C